[N+](=O)([O-])C1=CC=C(C=C1)S(=O)(=O)NC(CCCC=C)CCCC=C 4-nitro-N-(1-pent-4-enylhexa-5-enyl)benzenesulfonamide